(S)-2-amino-3-(4-(5-(benzo[d][1,3]dioxol-5-yl)-1,2,4-oxadiazol-3-yl)phenyl)propanoic acid hydrochloride Cl.N[C@H](C(=O)O)CC1=CC=C(C=C1)C1=NOC(=N1)C1=CC2=C(OCO2)C=C1